5-chloro-2-(1-methyl-1H-pyrazol-4-yl)-3-(trifluoromethyl)quinoline ClC1=C2C=C(C(=NC2=CC=C1)C=1C=NN(C1)C)C(F)(F)F